3-(4,6-dichloropyrimidin-5-yl)butyric acid methyl ester COC(CC(C)C=1C(=NC=NC1Cl)Cl)=O